rac-2-{6-Bromoimidazo[1,2-a]pyrazin-2-yl}-1-methylpyrrolidine BrC=1N=CC=2N(C1)C=C(N2)[C@@H]2N(CCC2)C |r|